Methyl 2-[[2,5-difluoro-4-(6-hydroxy-2-pyridyl)phenyl]methyl]-3-(4,4-dimethyltetrahydrofuran-3-yl)benzimidazole-5-carboxylate FC1=C(C=C(C(=C1)C1=NC(=CC=C1)O)F)CC=1N(C2=C(N1)C=CC(=C2)C(=O)OC)C2COCC2(C)C